ethyl 2-(1-(adamantan-1-ylmethyl)-5-methyl-1H-pyrazol-4-yl)-7-iodopyrazolo[5,1-b]thiazole-3-carboxylate C12(CC3CC(CC(C1)C3)C2)CN2N=CC(=C2C)C2=C(N3C(S2)=C(C=N3)I)C(=O)OCC